methyl 7-hydroxy-3-(2-(methoxymethoxy)-6-methyl-4-(trifluoromethyl)phenyl)furo[3,2-c]pyridazine-6-carboxylate OC1=C(OC2=C1N=NC(=C2)C2=C(C=C(C=C2C)C(F)(F)F)OCOC)C(=O)OC